3-cyclopropylmethyl-5-[5-(4-fluoro-phenyl)-3H-[1,2,3]triazol-4-yl]-3H-imidazo[4,5-b]pyridin-2-ylamine mesylate S(C)(=O)(=O)O.C1(CC1)CN1C(=NC=2C1=NC(=CC2)C=2NN=NC2C2=CC=C(C=C2)F)N